FC1=CC=C(C=C1)N1C(=NC(=C1)C1=CC=CC=C1)SCC1=CC=C(C=C1)C(F)(F)F (4-fluorophenyl)-4-phenyl-2-((4-(trifluoromethyl)benzyl)thio)-1H-imidazole